CC(CN(C)C)N 1,N2,N2-trimethylethane-1,2-diamine